ethyl (TMS) malonate C(CC(=O)O[Si](C)(C)C)(=O)OCC